CN1CC(N(CC1)C1=CC=CC=2N(C=NC21)COCC[Si](C)(C)C)=O 4-methyl-1-(1-((2-(trimethylsilyl)ethoxy)methyl)-1H-benzo[d]Imidazol-4-yl)piperazin-2-one